ClC=1C=C2C=C(NC2=CC1C1=NC=C(N=C1)OC)CNC(=O)N1C[C@H](CC1)O N-{[5-chloro-6-(5-methoxy-2-pyrazinyl)-2-indolyl]methyl}-(S)-3-hydroxy-1-pyrrolidinecarboxamide